C(CCCCCCCCCCC)(=O)OCC(COC(=O)OC1=CC=C(C=C1)[N+](=O)[O-])OC(CCCCCCCCCCC)=O 3-(((4-nitrophenoxy)carbonyl)oxy)propane-1,2-diyl didodecanoate